allyloxymethyl-3-ethyloxetane C(C=C)OCC1OCC1CC